C(C)N1C(C(CCC1)C1=CC=2C(=NC=C(C2NC=2C(=CC3=C(N=CS3)C2)F)F)S1)C N-(2-(1-ethyl-2-methylpiperidin-3-yl)-5-fluorothieno[2,3-b]pyridin-4-yl)-6-fluorobenzo[d]thiazol-5-amine